4-iodo-2-(methylsulfonyl)pyrimidine IC1=NC(=NC=C1)S(=O)(=O)C